FC(CN1N=CC2=CC=C(C=C12)COC1=CC=CC(=N1)C1CCN(CC1)CC1=NC=2C(=NC(=CC2)C(=O)O)N1C[C@H]1OCC1)F (S)-2-((4-(6-((1-(2,2-difluoroethyl)-1H-indazol-6-yl)methoxy)pyridin-2-yl)piperidin-1-yl)methyl)-3-(oxetan-2-ylmethyl)-3H-imidazo[4,5-b]pyridine-5-carboxylic acid